6-(benzylthio)-4-cyanobenzoic acid C(C1=CC=CC=C1)SC1=CC(=CC=C1C(=O)O)C#N